8,8'-((((1s,3r)-3-hydroxycyclohexyl)methyl)azanediyl)bis(N,N-didecyloctanamide) O[C@H]1C[C@H](CCC1)CN(CCCCCCCC(=O)N(CCCCCCCCCC)CCCCCCCCCC)CCCCCCCC(=O)N(CCCCCCCCCC)CCCCCCCCCC